2-((S)-4-((R)-4-chloro-2'-(((S)-1-methylpyrrolidin-3-yl)methoxy)-2,3,5',8'-tetrahydro-6'H-spiro[indene-1,7'-quinazolin]-4'-yl)-1-(2-fluoroacryloyl)piperazin-2-yl)acetonitrile ClC1=C2CC[C@@]3(CCC=4C(=NC(=NC4C3)OC[C@@H]3CN(CC3)C)N3C[C@@H](N(CC3)C(C(=C)F)=O)CC#N)C2=CC=C1